C1(=CC=CC=C1)[B-](C1=CC=CC=C1)(C1=CC=CC=C1)C1=CC=CC=C1.C1(=CC=CC=C1)C(CCC[PH3+])(C1=CC=CC=C1)C1=CC=CC=C1 triphenylbutylphosphonium tetraphenylborohydride